isopentadiene pyrophosphate OP(O)(=O)OP(=O)(O)O.C=CC(=C)C